1,14-tetradecanedithiol C(CCCCCCCCCCCCCS)S